tert-butyl 3-amino-3-(2-aminoethyl)piperidine-1-carboxylate NC1(CN(CCC1)C(=O)OC(C)(C)C)CCN